C(C1=CC=CC=C1)SC=1N(C(=CN1)C1=CC=C(C=C1)Br)C1=CC=CC=C1 2-(benzylthio)-5-(4-bromophenyl)-1-phenyl-1H-imidazole